Cl.C(C)(=O)[C@@]1(CC=2C(=C3C(C=4C=CC=C(C4C(C3=C(C2C(C1)O[C@H]1C[C@@H]([C@H](O)[C@@H](O1)C)N)O)=O)OC)=O)O)O (8S-cis)-8-acetyl-10-[(3-amino-2,3,6-trideoxy-α-L-lyxo-hexopyranosyl)oxy]-7,8,9,10-tetrahydro-6,8,11-trihydroxy-1-methoxy-5,12-naphthacenedione hydrochloride